BrC=1C(=C(C#N)C=C(C1)C(=O)C1=C(N=C2N1C=C(C=N2)F)CC)O 3-bromo-5-(2-ethyl-6-fluoroimidazo[1,2-a]pyrimidin-3-carbonyl)-2-hydroxybenzonitrile